ClC1=C(C=2OCC3N(C2N=C1)CCN(C3)C(CC3CCCO3)=O)C 5-(2-(3-chloro-4-methyl-6a,7,9,10-tetrahydropyrazino[1,2-d]pyrido[3,2-b][1,4]oxazin-8(6H)-yl)-2-oxoethyl)tetrahydrofuran